2-(phenylethynyl)but-3-en-1-yl acetate C(C)(=O)OCC(C=C)C#CC1=CC=CC=C1